OC(CCCC(=O)OCC(COC(CCC1CCCCC1)=O)COC(CCC1CCCCC1)=O)CCCC(=O)OCC(COC(CCC1CCCCC1)=O)COC(CCC1CCCCC1)=O bis(3-((3-cyclohexylpropanoyl)oxy)-2-(((3-cyclohexylpropanoyl)oxy) methyl)propyl) 5-hydroxynonanedioate